FC(C(C1=CC=C(C=C1)F)N1C[C@@H](N(C[C@H]1C)C(=O)OC(C)(C)C)C)(CO)F tert-butyl (2S,5R)-4-(2,2-difluoro-1-(4-fluorophenyl)-3-hydroxypropyl)-2,5-dimethylpiperazine-1-carboxylate